tetramethylpentanediol acrylate C(C=C)(=O)OC(C(C(CC)C)(C)C)(O)C